C(CCCCCCC)[C@H]1[C@@H](C1)C(=O)O (-)-trans-(1R,2R)-2-octylcyclopropanecarboxylic acid